CN([C@H]1CN(CC1)C1=C2C=C(N=CC2=CC(=C1)C1=C(C=CC=C1C)F)N)C 5-[(3R)-3-(dimethylamino)pyrrolidin-1-yl]-7-(2-fluoro-6-methyl-phenyl)isoquinolin-3-amine